2-(2-(3,6-diazabicyclo[3.1.1]heptan-3-yl)-7-(thiazol-2-yl)-4-(trifluoromethoxy)benzo[d]oxazol-5-yl)-1,1,1-trifluoropropan-2-ol C12CN(CC(N1)C2)C=2OC1=C(N2)C(=C(C=C1C=1SC=CN1)C(C(F)(F)F)(C)O)OC(F)(F)F